6H-thieno[3,4-c]pyrazol-3-ol N=1N=C(C=2C1CSC2)O